NCCCOC1=NC=CC(=C1C1=CC(=NN1)NC1=NC=C(N=C1)Cl)OC N-{5-[2-(3-Aminopropoxy)-4-methoxypyridin-3-yl]-1H-pyrazole-3-yl}-5-chloropyrazine-2-amine